(1H-benzimidazol-2-yl)-7-benzyloxy-3,4-dihydro-1H-isoquinoline N1C(=NC2=C1C=CC=C2)C2NCCC1=CC=C(C=C21)OCC2=CC=CC=C2